ClC=1C=C(OC2C(C(C2(C)C)NC(C2=CC(=CC=C2)CCCCN2CCN(CC2)C=2C=C3C(N(C(C3=CC2)=O)C2C(NC(CC2)=O)=O)=O)=O)(C)C)C=CC1C#N N-((1r,3r)-3-(3-chloro-4-cyanophenoxy)-2,2,4,4-tetramethylcyclobutyl)-3-(4-(4-(2-(2,6-dioxopiperidin-3-yl)-1,3-dioxoisoindolin-5-yl)piperazin-1-yl)butyl)benzamide